C1CNCCC12CCC(CC2)CN2CCN(CC2)C(=O)C2CCC(CC2)C=2C=C1C(=NC(=NC1=CC2OC)C)N[C@H](C)C=2SC=C(C2)Br (4-((3-azaspiro[5.5]undecan-9-yl)methyl)piperazin-1-yl)((1R,4R)-4-(4-(((R)-1-(4-bromothien-2-yl)ethyl)amino)-7-methoxy-2-methylquinazolin-6-yl)cyclohexyl)methanone